C(CCCCCCC\C=C/CCCC)(=O)OCCCCCCCC\C=C/CCCCCC palmitoleyl myristoleate